FC=1C=CC(=C(C1)[C@H](C(=O)NC=1SC=CN1)N1N=C2C(=CC=CC2=C1)N1CCOCC1)O |r| (2RS)-2-(5-fluoro-2-hydroxy-phenyl)-2-(7-morpholinoindazol-2-yl)-N-thiazol-2-yl-acetamide